P(=O)(OCC(CCCC)CC)([O-])[O-].[Nd+3].C(C)C(COP(=O)([O-])[O-])CCCC.C(C)C(COP(=O)([O-])[O-])CCCC.[Nd+3] Neodymium 2-ethylhexyl phosphate